methyl 2-methoxy-10H-spiro[benzo[6,7]oxepino[3,2-b]pyridine-11,1'-cyclopropane]-7-carboxylate COC1=CC=C2C(=N1)C1(CC1)CC1=C(O2)C=C(C=C1)C(=O)OC